CC1=C2C(=NC=C1N1N=C3C(=CC1=O)NN=C3C3=CC=C(C=C3)N3CCN(CC3)C)NC=N2 5-(7-Methyl-3H-imidazolo[4,5-b]pyrid-6-yl)-3-(4-(4-methylpiperazin-1-yl)phenyl)-1H-pyrazolo[4,3-c]pyridazin-6(5H)-on